ethyl 4-chloro-8-oxo-1,3,5,11-tetrazatetracyclo-[8.7.0.02,7.012,17]heptadeca-2,4,6,9,12(17),13,15-heptaene-9-carboxylate ClC=1N=C2N3C=4C=CC=CC4NC3=C(C(C2=CN1)=O)C(=O)OCC